1-(4-(isopropylthio)benzyl)piperidin C(C)(C)SC1=CC=C(CN2CCCCC2)C=C1